C(C)C1=NN(C2=C1C(NCC1(CCOCC1)C2)=O)C[C@H](COC(C2=CC(=C(C=C2)F)OC)=O)C 4-Fluoro-3-methoxy-benzoic acid [(2R)-3-(3-ethyl-4-oxo-spiro[6,8-dihydro-5H-pyrazolo[4,3-c]azepin-7,4'-tetrahydropyran]-1-yl)-2-methyl-propyl] ester